O=C(CC(=O)C1CN(CCC1)C(=O)OC(C)(C)C)C tert-Butyl 3-(3-oxobutanoyl)piperidine-1-carboxylate